O\N=C(\C)/NC(=O)C1=CC=C2C(=CNC2=C1)C1=NC(=NC=C1C(F)(F)F)N[C@@H]1CN(CCC1)C(=O)OC(C)(C)C Tert-butyl (3S)-3-[[4-[6-[[(Z)-N-hydroxy-C-methyl-carbonimidoyl]-carbamoyl]-1H-indol-3-yl]-5-(trifluoromethyl)pyrimidin-2-yl]-amino]-piperidine-1-carboxylate